4-[4-[[2,4-bis(trifluoromethyl)phenoxy]methyl]-3-methoxy-phenyl]-6-oxo-2,4,5,7-tetrahydropyrazolo[3,4-b]pyridine FC(C1=C(OCC2=C(C=C(C=C2)C2C=3C(NC(C2)=O)=NNC3)OC)C=CC(=C1)C(F)(F)F)(F)F